(S)-2-(1-(3,5-difluoropyridin-2-yl)cyclopropane-1-carboxamido)-4-(((S)-3-fluoro-2-methoxypropyl)(4-(5,6,7,8-tetrahydro-1,8-naphthyridin-2-yl)butyl)amino)butanoic acid FC=1C(=NC=C(C1)F)C1(CC1)C(=O)N[C@H](C(=O)O)CCN(CCCCC1=NC=2NCCCC2C=C1)C[C@@H](CF)OC